2-bromo-9,10-bis(n-propylcarbonyloxy)anthracene BrC1=CC2=C(C3=CC=CC=C3C(=C2C=C1)OC(=O)CCC)OC(=O)CCC